1-acetylindoline-2-carboxylic acid C(C)(=O)N1C(CC2=CC=CC=C12)C(=O)O